P(=O)(O)(O)OCC=1C(=C(C(N(C1)C)C)O)C=O n-methylpyridoxal 5'-phosphate